tert-butyl 2-((1-(3-chloro-2,7-dimethyl-1-oxo-1,2-dihydroisoquinolin-5-yl)ethyl)amino)benzoate ClC=1N(C(C2=CC(=CC(=C2C1)C(C)NC1=C(C(=O)OC(C)(C)C)C=CC=C1)C)=O)C